C1CCC2=NC=3CCCCC3C(=C21)N 2,3,5,6,7,8-hexahydro-1H-cyclopenta[b]quinolin-9-amine